1-((1S,3S)-3-butyl-1-(4-fluorophenyl)-1,3,4,9-tetrahydro-2H-pyrido[3,4-b]indol-2-yl)-2-chloroethan-1-one C(CCC)[C@H]1CC2=C(NC3=CC=CC=C23)[C@@H](N1C(CCl)=O)C1=CC=C(C=C1)F